ClCC=1C=C(C2=C(N=C(O2)C=2C(=C(C=CC2)C2=C(C(=CC=C2)C=2OC3=C(N2)C=C(C(=C3)OC(F)F)CN3[C@@H](CCC3)C(=O)OC)C)C)C1)C#N methyl ((2-(3'-(5-(chloromethyl)-7-cyanobenzo[d]oxazol-2-yl)-2,2'-dimethyl-[1,1'-biphenyl]-3-yl)-6-(difluoromethoxy) benzo[d]oxazol-5-yl) methyl)-L-prolinate